N1N=CC(=C1)C=1C=C(OC2=CC=C(N=N2)N2CC(CCC2)N)C=CC1 1-(6-(3-(1H-pyrazol-4-yl)phenoxy)pyridazin-3-yl)piperidin-3-amine